2,2-Bis(2-oxolanyl)-butan O1C(CCC1)C(C)(CC)C1OCCC1